C(C1=CC=CC=C1)(=O)S1C(=CC=C1)N S-benzoyl-thiolamine